(S)-6-(4-chlorobenzyl)-9-isopropyl-2-(pyrimidin-4-yl)-2,6,9-triazaspiro-[4.5]decane-7,10-dione ClC1=CC=C(CN2[C@]3(CCN(C3)C3=NC=NC=C3)C(N(CC2=O)C(C)C)=O)C=C1